5,7-Difluoro-1-(3-fluoro-4-(4-(methylsulfonyl)piperazin-1-yl)phenyl)-1H-indazol-6-ol FC=1C=C2C=NN(C2=C(C1O)F)C1=CC(=C(C=C1)N1CCN(CC1)S(=O)(=O)C)F